BrC1=C(C=C(C(=C1)[N+](=O)[O-])OC)N1CCC(CC1)N1CCN(CC1)C (1-(2-bromo-5-methoxy-4-nitrophenyl)piperidin-4-yl)-4-methylpiperazine